CN(CCCCCC[Si](OC(C)CCC#CCCC(C)C)(OC(C)CCC#CCCC(C)C)OC(C)CCC#CCCC(C)C)C N,N-dimethyl-6-(tris((9-methyldec-5-yn-2-yl)oxy)silyl)hexan-1-amine